4-(2,4-difluorophenyl)-6,8-dihydro-5H-pyrano[3,4-b]Pyridine-2-carboxylic acid ethyl ester C(C)OC(=O)C1=CC(=C2C(=N1)COCC2)C2=C(C=C(C=C2)F)F